BrC=1C=C(C=C2C=CNC12)C 7-bromo-5-methyl-1H-indole